C(CC)C=1N=CNC1CCC 4,5-dipropylimidazole